N-(6-(2-((3aR,5r,6aS)-5-benzyl-5-hydroxyhexahydrocyclopenta[c]pyrrol-2(1H)-yl)acetyl)pyridin-3-yl)methanesulfonamide C(C1=CC=CC=C1)C1(C[C@@H]2[C@@H](CN(C2)CC(=O)C2=CC=C(C=N2)NS(=O)(=O)C)C1)O